C(C(C=CCC(C(C)O)O)O)O 3-octene-1,2,6,7-tetraol